FC1(CC1)CC(CO)NC(OC(C)(C)C)=O tert-butyl N-[1-(1-fluorocyclopropyl)-3-hydroxypropan-2-yl]carbamate